FC=1C=CC(=C(C1)B(O)O)COCC1CCOCC1 (5-FLUORO-2-[(OXAN-4-YLMETHOXY)METHYL]PHENYL)BORANEDIOL